ClC1=CC(=C2C(=N1)N(C=N2)C[C@H]2OCCC2)N2[C@H](CN([C@@H](C2)C)C(C2CC(C2)(F)F)C2=CC=C(C=C2)Cl)C 5-Chloro-7-((2S,5R)-4-((4-chlorophenyl)(3,3-difluorocyclobutyl)methyl)-2,5-dimethylpiperazin-1-yl)-3-(((S)-tetrahydrofuran-2-yl)methyl)-3H-imidazo[4,5-b]pyridine